(R)-N-ethyl-N-(2,2,2-trifluoro-1-(4-fluorophenyl)ethyl)-1H-pyrrolo[2,3-b]pyridine-4-sulfonamide C(C)N(S(=O)(=O)C=1C2=C(N=CC1)NC=C2)[C@@H](C(F)(F)F)C2=CC=C(C=C2)F